1-[3-chloro-5-(3,3,3-trifluoropropoxy)phenyl]-5-(2-methoxy-3-pyridyl)-3-(3-pyridyl)pyrimidine-2,4-dione ClC=1C=C(C=C(C1)OCCC(F)(F)F)N1C(N(C(C(=C1)C=1C(=NC=CC1)OC)=O)C=1C=NC=CC1)=O